di-n-butoxy-o-xylene C(CCC)OC=1C(=C(C(=CC1)C)C)OCCCC